FC=1C(=CC=2C3=C(NC(C2C1)=O)COC[C@H]3N(C(=O)C3=CC1=C(N=CS1)C=C3)C)F (S)-N-(8,9-difluoro-6-oxo-1,4,5,6-tetrahydro-2H-pyrano[3,4-c]isoquinolin-1-yl)-N-methylbenzo[d]thiazole-6-carboxamide